2',6'-dichloro-N-(5-hydroxypyridin-2-yl)-[1,1'-biphenyl]-4-carboxamide ClC1=C(C(=CC=C1)Cl)C1=CC=C(C=C1)C(=O)NC1=NC=C(C=C1)O